(2S)-2-((4,4,8-Trimethyltricyclo[6.3.1.02,5]dodecan-1-yl)oxy)propan-1-ol CC1(CC2C3(CCCC(CCC12)(C3)C)O[C@H](CO)C)C